5-[[2-[(2R,5S)-5-methyl-2-(2-methylpyrazol-3-yl)-1-piperidyl]-2-oxo-acetyl]amino]pyridine-3-carboxamide C[C@H]1CC[C@@H](N(C1)C(C(=O)NC=1C=C(C=NC1)C(=O)N)=O)C=1N(N=CC1)C